FC1=C(C=CC(=C1)F)[C@@](CN1N=CN=C1)([C@@H](C)OCC#C)O (2R,3R)-2-(2,4-difluorophenyl)-3-(prop-2-yne-1-yloxy)-1-(1H-1,2,4-triazole-1-yl)-butane-2-ol